(6-benzyloxy-3,4-dihydronaphthalen-1-yl) triflate O(S(=O)(=O)C(F)(F)F)C1=CCCC2=CC(=CC=C12)OCC1=CC=CC=C1